5-bromo-3,3-dimethyl-2,3-dihydro-1H-isoindol-1-one BrC=1C=C2C(NC(C2=CC1)=O)(C)C